4-amino-N-[1-(cyclohex-3-en-1-ylmethyl)piperidin-4-yl]-2-ethoxy-5-nitrobenzamide NC1=CC(=C(C(=O)NC2CCN(CC2)CC2CC=CCC2)C=C1[N+](=O)[O-])OCC